benzyl (S)-3-hydroxypyrrolidine-1-carboxylate O[C@@H]1CN(CC1)C(=O)OCC1=CC=CC=C1